COCCNC(=O)C=1N(C=C(C1)NC(=O)C=1N(C=C(C1)NC(C1=CC=C(C=C1)\C=C\C=1C=NC2=CC=CC=C2C1)=O)C)C (E)-N-(2-methoxyethyl)-1-methyl-4-(1-methyl-4-(4-(2-(quinolin-3-yl)vinyl)benzamido)-1H-pyrrole-2-carboxamido)-1H-pyrrole-2-carboxamide